(2S,5R)-2-Isopropyl-5-methyl-2-((trimethylsilyl)peroxy)cyclohexan-1-one C(C)(C)[C@@]1(C(C[C@@H](CC1)C)=O)OO[Si](C)(C)C